CCCCCCCCCCCCCCCCCCCCCCCCCC(=O)CC(=O)SCCNC(=O)CCNC(=O)[C@@H](C(C)(C)COP(=O)(O)OP(=O)(O)OC[C@@H]1[C@H]([C@H]([C@@H](O1)N2C=NC3=C(N=CN=C32)N)O)OP(=O)(O)O)O The molecule is a 3-oxo-fatty acyl-CoA that results from the formal condensation of the thiol group of coenzyme A with the carboxy group of 3-oxo-octacosanoic acid (3-oxomontanoic acid). It is a 3-oxo-fatty acyl-CoA and an ultra-long-chain fatty acyl-CoA. It is a conjugate acid of a 3-oxo-octacosanoyl-CoA(4-).